NCCNC=1C(=NC(=C(N1)C)Br)C(=O)O 3-((2-aminoethyl)amino)-6-bromo-5-methylpyrazine-2-carboxylic acid